2-(1,2,4-triazol-4-yl)ethyl 4-methylbenzenesulfonate 2-(1,2,4-triazol-4-yl)ethyl-4-methylbenzenesulfonate N=1N=CN(C1)CCOS(=O)(=O)C1=CC=C(C=C1)C.CC1=CC=C(C=C1)S(=O)(=O)OCCN1C=NN=C1